4-CHLORO-2-[1-[(2,4-DIMETHOXYPHENYL)METHYLAMINO]-4-METHYLPHTHALAZIN-6-YL]-5-METHYLBENZONITRILE ClC1=CC(=C(C#N)C=C1C)C=1C=C2C(=NN=C(C2=CC1)NCC1=C(C=C(C=C1)OC)OC)C